methoxy-2',2'-dimethyl-2',3'-dihydrospiro[cyclohexane-1,1'-indene]-4-one COC1C(C2(C3=CC=CC=C13)CCC(CC2)=O)(C)C